Boc-bromoethyl-amine C(=O)(OC(C)(C)C)NCCBr